2-methoxyethylsulfonyloxysodium COCCS(=O)(=O)O[Na]